OC(C)C=1C=CC=2N(C1)C=CN2 6-(1-hydroxy-ethyl)-imidazo[1,2-a]Pyridine